(S)-2-methoxy-4-(3-(2-methylpyrrolidin-1-yl)propoxy)aniline COC1=C(N)C=CC(=C1)OCCCN1[C@H](CCC1)C